racemic-3-(trifluoromethyl)-1,2,3,4-tetrahydroisoquinoline FC([C@@H]1NCC2=CC=CC=C2C1)(F)F |r|